C(C)N[SiH]1CC[SiH](CC1)NCC 1,4-diethylamino-1,4-disilacyclohexane